C(C=1C(O)=CC=CC1)(=O)OCCCCCC n-Hexyl Salicylate